FC(C=1C=CC(=NC1)OC=1SC2=C(N1)C=CC(=C2)OC)(F)F 2-(5-(trifluoromethyl)pyridin-2-yloxy)-6-methoxybenzothiazole